tert-Butyl (2S,4R)-2-((2'-chloro-5'-(N,N-dimethylsulfamoyl)-2-fluoro-[1,1'-biphenyl]-3-yl)carbamoyl)-4-fluoropyrrolidine-1-carboxylate ClC1=C(C=C(C=C1)S(N(C)C)(=O)=O)C1=C(C(=CC=C1)NC(=O)[C@H]1N(C[C@@H](C1)F)C(=O)OC(C)(C)C)F